2,6-Difluoro-3-(3-methyl-5-(7-(methylsulfonyl)-4,7-diazaspiro[2.5]octan-4-yl)1H-pyrazolo[4,3-d]pyrimidin-1-yl)-5-(trifluoromethyl)phenol FC1=C(C(=C(C=C1N1N=C(C=2N=C(N=CC21)N2C1(CC1)CN(CC2)S(=O)(=O)C)C)C(F)(F)F)F)O